FC=1C(=NC=CC1)C(C)NCC1=NC=C(C=C1)C(F)(F)F 1-(3-fluoropyridin-2-yl)-N-((5-(trifluoromethyl)pyridin-2-yl)methyl)ethan-1-amine